C(C)N1N=C2N=CC(=CC2=C1)B1OC(C(O1)(C)C)(C)C 2-ethyl-5-(4,4,5,5-tetramethyl-1,3,2-dioxaborolan-2-yl)-2H-pyrazolo[3,4-b]pyridine